1-(8-((2,5-dichloropyrimidin-4-yl)amino)-3,4-dihydroquinolin-1(2H)-yl)propan ClC1=NC=C(C(=N1)NC=1C=CC=C2CCCN(C12)CCC)Cl